7-(1,5-dimethylpyrazol-4-yl)-4,5,6,7-tetrahydrothiazolo[4,5-c]pyridine CN1N=CC(=C1C)C1C2=C(CNC1)N=CS2